4-(2-(3-Methyl-6-nitro-1H-indazol-1-yl)ethyl)morpholine CC1=NN(C2=CC(=CC=C12)[N+](=O)[O-])CCN1CCOCC1